BrC1=CC=C(S1)S(=O)(=O)N(CC1=C(C=C(C=C1)OC)OC)CC1=C(C=C(C=C1)OC)OC 5-bromo-N,N-bis(2,4-dimethoxybenzyl)thiophene-2-sulfonamide